4-Ethyl-9-(4-fluorobenzyl)-2,2-dimethyl-1-oxa-4,9-diazaspiro[5.5]undecan-3-on C(C)N1C(C(OC2(C1)CCN(CC2)CC2=CC=C(C=C2)F)(C)C)=O